gamma-butanol CCC(C)O